2-(3β-(tert-butyldimethylsilyloxy)androst-5-en-17β-yloxy)acetate [Si](C)(C)(C(C)(C)C)O[C@@H]1CC2=CC[C@H]3[C@@H]4CC[C@@H]([C@@]4(C)CC[C@@H]3[C@]2(CC1)C)OCC(=O)[O-]